tert-butyl (2-bromopyridin-4-yl)((6-cyclopropylimidazo[1,2-a]pyridin-2-yl)methyl)carbamate BrC1=NC=CC(=C1)N(C(OC(C)(C)C)=O)CC=1N=C2N(C=C(C=C2)C2CC2)C1